4-(4-benzylpiperidin-1-yl)-5-(3-chlorophenyl)-7H-pyrrolo[2,3-d]pyrimidine C(C1=CC=CC=C1)C1CCN(CC1)C=1C2=C(N=CN1)NC=C2C2=CC(=CC=C2)Cl